OCC=1C(=NC(=NC1)SC)N[C@H]1[C@@](CCC1)(O)C |r| (±)-(1R*,2R*)-2-{[5-(hydroxymethyl)-2-(methylsulfanyl)pyrimidin-4-yl]amino}-1-methylcyclopentanol